[Ba+2].[OH-].[OH-] Hydroxide Barium